(2R,11aR)-2-hydroxy-6-isopropoxy-8-methyl-2,3,11,11a-tetrahydro-1H,5H-benzo[f]pyrrolo[2,1-c][1,4]Oxazepine-5-one O[C@@H]1C[C@@H]2COC3=C(C(N2C1)=O)C(=CC(=C3)C)OC(C)C